C1(=CC=CC=C1)C1=CC=CC=2N=C(SC21)N 7-Phenylbenzo[d]thiazol-2-amine